OC[C@@H]1CN(C[C@H](O1)C)C(=O)OC(C)(C)C tert-butyl (2S,6R)-2-(hydroxymethyl)-6-methyl-morpholine-4-carboxylate